(6R,8S)-6,8-dimethyl-9,13-dioxa-4,5,18,19-tetraazatetracyclo[12.5.2.12,5.017,20]docosa-1(19),2(22),3,14(21),15,17(20)-hexaene C[C@H]1N2N=CC(C3=NNC=4C=CC(OCCCO[C@H](C1)C)=CC34)=C2